3-Piperazin-1-ylpyridine-2-carbonitrile N1(CCNCC1)C=1C(=NC=CC1)C#N